(E)-N-(4-(1-(4-(1-(6-((2-(2,6-dioxopiperidin-3-yl)-1-oxoisoindoline-4-yl)thio)hexyl)piperidin-4-yl)benzoyl)piperidin-4-yl)butyl)-3-(pyridin-3-yl)acrylamide O=C1NC(CCC1N1C(C2=CC=CC(=C2C1)SCCCCCCN1CCC(CC1)C1=CC=C(C(=O)N2CCC(CC2)CCCCNC(\C=C\C=2C=NC=CC2)=O)C=C1)=O)=O